N-(quinolin-8-yl)-3-p-tolylpropanamide N1=CC=CC2=CC=CC(=C12)NC(CCC1=CC=C(C=C1)C)=O